C(C)(=O)[O-].C(CCCCCC)[N+]1=CC=C(C=C1)C 1-Heptyl-4-Methylpyridinium acetat